(4-chlorophenyl)-N-methylglycine ClC1=CC=C(C=C1)N(CC(=O)O)C